COC(CCNCCC(OC)(OC)OC)(OC)OC bis(trimethoxy-propyl)amine